FC1=C(C=C(C(=C1)F)F)C=1N=C(C=2C=CC=C(C2C1)N)N (2,4,5-trifluorophenyl)isoquinoline-1,5-diamine